(((9H-fluoren-9-yl)methoxy)carbonyl)-L-alanyl-L-alanyl-L-alanylglycine C1=CC=CC=2C3=CC=CC=C3C(C12)COC(=O)N[C@@H](C)C(=O)N[C@@H](C)C(=O)N[C@@H](C)C(=O)NCC(=O)O